(4-tert-pentylcyclohexyl)propyl fumarate C(\C=C\C(=O)[O-])(=O)OCCCC1CCC(CC1)C(C)(C)CC